CC1(OB(OC1(C)C)C1=CCC(CC1)C)C 4,4,5,5-tetramethyl-2-(4-methylcyclohex-1-en-1-yl)-1,3,2-dioxaborolane